methyl (S)-1-(sec-butyl)-3-(4-chloro-3-fluorophenyl)-1H-pyrrolo[2,3-b]pyridine-6-carboxylate [C@H](C)(CC)N1C=C(C=2C1=NC(=CC2)C(=O)OC)C2=CC(=C(C=C2)Cl)F